[N].OC1=NC2=CC=CC=C2C=C1 hydroxyquinoline nitrogen